CN1C2(C3=C(C1=O)C=CS3)CC2 5'-methyl-spiro[cyclopropane-1,6'-thieno[2,3-c]pyrrole]-4'(5'h)-one